C(C)(C)(C)OC(=O)N1CCN(CC1)C1=C(C=C2C(=N1)OC[C@@H](C2)N)F (R)-4-(3-amino-6-fluoro-3,4-dihydro-2H-pyrano[2,3-b]pyridin-7-yl)piperazine-1-carboxylic acid tert-butyl ester